1-heptoxypropan-2-amine C(CCCCCC)OCC(C)N